FC(C1=CC=C(S1)C(=O)[O-])F 5-(difluoromethyl)thiophene-2-carboxylate